4-(tert-butyl)-N-(4-((3-chloro-4-fluorophenyl)amino)-2-(naphthalen-1-yl)quinazolin-6-yl)benzamide C(C)(C)(C)C1=CC=C(C(=O)NC=2C=C3C(=NC(=NC3=CC2)C2=CC=CC3=CC=CC=C23)NC2=CC(=C(C=C2)F)Cl)C=C1